N-((1s,4s)-4-aminocyclohexyl)-3-(6-morpholino-1H-benzo[d]imidazol-2-yl)-1H-indazole-5-carboxamide NC1CCC(CC1)NC(=O)C=1C=C2C(=NNC2=CC1)C1=NC2=C(N1)C=C(C=C2)N2CCOCC2